m-Xylendiamin C=1(C(=C(C(=CC1)N)C)N)C